tert-butyl (4-(N,N-bis(2,4-dimethoxybenzyl)sulfamoyl)-3-((1S,2S)-2-(4-methylpyrimidin-2-yl)cyclopropane-1-carboxamido)phenyl)((6-cyclopropylimidazo[1,2-a]pyridin-2-yl)methyl)carbamate COC1=C(CN(S(=O)(=O)C2=C(C=C(C=C2)N(C(OC(C)(C)C)=O)CC=2N=C3N(C=C(C=C3)C3CC3)C2)NC(=O)[C@@H]2[C@H](C2)C2=NC=CC(=N2)C)CC2=C(C=C(C=C2)OC)OC)C=CC(=C1)OC